O=C(OCC1=CC=CC=C1)NCCOCCOCCNC(CCC(NCCCCCC(=O)[O-])=O)=O 3,14,17-trioxo-1-phenyl-2,7,10-trioxa-4,13,18-triazatetracosan-24-oate